Rubidium sorbate C(\C=C\C=C\C)(=O)[O-].[Rb+]